CC(C=O)(C\C=C\CC)C TRANS-2,2-DIMETHYL-4-HEPTENAL